CC=1C=CC=2N(C3=CC=C(C=C3C2C1)C)CCCCOC(O)=O [4-(3,6-dimethyl-9H-carbazol-9-yl)butyl]carbonic acid